N5-((1R,5S,6r)-3-Oxabicyclo[3.1.0]hexan-6-yl)-3-(1H-indol-4-yl)-N7-methyl-2,3-dihydrobenzofuran-5,7-dicarboxamide [C@H]12COC[C@@H]2C1NC(=O)C=1C=C(C2=C(C(CO2)C2=C3C=CNC3=CC=C2)C1)C(=O)NC